CC1=CN2C=CC(=C2C=C1C(=O)O)C1=CC=NN1C 6-methyl-1-(1-methyl-1H-pyrazol-5-yl)indolizine-7-carboxylic acid